3-(6-cyclopropyl-4-(cyclopropyl(4-methyl-4H-1,2,4-triazol-3-yl)methyl)pyridin-2-yl)-7-(((2-(difluoromethoxy)ethyl)amino)methyl)-9-(trifluoromethyl)-4H-pyrido[1,2-a]pyrimidin-4-one C1(CC1)C1=CC(=CC(=N1)C1=CN=C2N(C1=O)C=C(C=C2C(F)(F)F)CNCCOC(F)F)C(C2=NN=CN2C)C2CC2